C(C)(C)(C)OC(=O)N1CC(C1)N1C(C(CC1)C(=O)OCC)=O Ethyl 1-(1-(tert-butoxycarbonyl)azetidin-3-yl)-2-oxopyrrolidine-3-carboxylate